C(C(=C)C)(=O)CCC[Si](OC)(OC)OC 3-methacryloyl-propyltrimethoxysilane